4-(1-isobutyl-1H-benzo[d]imidazol-2-yl)aniline Ethyl-2-(4-((tert-butoxycarbonyl)amino)-3-fluorophenyl)thiazole-4-carboxylate C(C)OC(=O)C=1N=C(SC1)C1=CC(=C(C=C1)NC(=O)OC(C)(C)C)F.C(C(C)C)N1C(=NC2=C1C=CC=C2)C2=CC=C(N)C=C2